N[C@H]1CN(CCC1)C(=O)C1=NN(C(=C1)C1=CC=C(C#N)C=C1)C1=CC=C(C=C1)S(=O)(=O)C (R)-4-(3-(3-aminopiperidine-1-carbonyl)-1-(4-(methylsulfonyl)phenyl)-1H-pyrazole-5-yl)benzonitrile